8-Dodecen-1-ol 1-acetate C(C)(=O)OCCCCCCCC=CCCC